C12CN(CC(CC1)N2)C=2C=C1C(N(C(C1=CC2)=O)N2C(NC(CC2)=O)=O)=O 5-(3,8-diazabicyclo[3.2.1]octan-3-yl)-2-(2,4-dioxotetrahydropyrimidin-1(2H)-yl)isoindoline-1,3-dione